[Si](C1=CC=CC=C1)(C1=CC=CC=C1)(C(C)(C)C)COCC(CNC(C(=C)F)=O)N1N=C(C=2C1=NC=CC2)C2=CC=C(C=C2)C(F)(F)F N-(3-((tert-butyldiphenylsilyl)methoxy)-2-(3-(4-(trifluoromethyl)phenyl)-1H-pyrazolo[3,4-b]pyridin-1-yl)propyl)-2-fluoroacrylamide